(8-(5-((3,4-dichlorophenyl)difluoromethyl)-1,3,4-oxadiazol-2-yl)-2-(pyridazin-3-yl)-2,6-diazaspiro[3.4]octan-6-yl)(thiazol-5-yl)methanone ClC=1C=C(C=CC1Cl)C(C1=NN=C(O1)C1CN(CC12CN(C2)C=2N=NC=CC2)C(=O)C2=CN=CS2)(F)F